[(2S)-4-[6-[6-(Difluoromethyl)imidazo[1,2-b]pyridazin-3-yl]pyrimidin-4-yl]morpholin-2-yl]methylimino-dimethyl-oxo-sulfane FC(C=1C=CC=2N(N1)C(=CN2)C2=CC(=NC=N2)N2C[C@H](OCC2)CN=CS(=O)C)F